O1CCN(CC1)CCCNC(=O)C1=NC=C2N1C=CC=C2 N-(3-morpholinopropyl)-imidazo[1,5-a]pyridine-3-carboxamide